3-((4-((2,4,6-trioxotetrahydro-pyrimidin-5(2H)ylidene)methyl)phenoxy)methyl)benzoic acid O=C1NC(C(C(N1)=O)=CC1=CC=C(OCC=2C=C(C(=O)O)C=CC2)C=C1)=O